COC=1C=C(C=CC1)C1=NN(C=C1)C1=NC(=NC(=C1)N1CCOCC1)N 4-(3-(3-methoxyphenyl)-1H-pyrazol-1-yl)-6-morpholino-pyrimidin-2-amine